C1(CC1)OC=1C=C(C=CC1)C1=CC(=NN1C=1C=CC=C2C=NN(C12)COCC[Si](C)(C)C)CO [5-(3-Cyclopropoxyphenyl)-1-(1-[[2-(trimethylsilyl)-ethoxy]methyl]-1H-indazol-7-yl)-1H-pyrazol-3-yl]-methanol